1-[(4-cyclopropylphenyl)-methyl-carbamoyl]-4-[2-oxo-2-(N-tetrahydropyran-4-ylanilino)ethyl]piperidine-4-carboxylic acid C1(CC1)C1=CC=C(C=C1)N(C(=O)N1CCC(CC1)(C(=O)O)CC(N(C1=CC=CC=C1)C1CCOCC1)=O)C